5-(2-(azetidin-1-yl)ethyl)-4-(trifluoromethyl)pyridin-2(1H)-one N1(CCC1)CCC=1C(=CC(NC1)=O)C(F)(F)F